5-methyl-5-hydroxy-2(5H)-furanone CC1(C=CC(O1)=O)O